decylene thioether C1CCCCCCCCCS1